N-propyl-acrylamide C(CC)NC(C=C)=O